FC=1C=C(CN2C[C@@H](OCC2)CNC(CSC2=NNC(C=C2)=O)=O)C=CC1F (2S)-N-{[4-(3,4-difluorobenzyl)morpholin-2-yl]methyl}-(6-oxo-1,6-dihydropyridazin-3-ylthio)acetamide